sodium [7-oxo-3-[3-(1,3,4-thiadiazol-2-ylcarbamoyl)pyrazol-1-yl]-1,6-diazabicyclo[3.2.1]oct-3-en-6-yl] sulfate S(=O)(=O)(ON1C2C=C(CN(C1=O)C2)N2N=C(C=C2)C(NC=2SC=NN2)=O)[O-].[Na+]